C1(CC1)C=1N=C(SC1C(=O)N)C=1N=CSC1 4-cyclopropyl-[2,4'-bithiazole]-5-carboxamide